carbon behenate C(CCCCCCCCCCCCCCCCCCCCC)(=O)[O-].[C+4].C(CCCCCCCCCCCCCCCCCCCCC)(=O)[O-].C(CCCCCCCCCCCCCCCCCCCCC)(=O)[O-].C(CCCCCCCCCCCCCCCCCCCCC)(=O)[O-]